C(C)OC1=C(C(=C(C=C1)C=1C=C(C=NC1)C1CB(OC1)O)F)OC 4-(5-(4-Ethoxy-2-fluoro-3-methoxyphenyl)pyridin-3-yl)-1,2-oxaborolan-2-ol